tert-butyl (2R,3S)-3-(((benzyloxy)carbonyl)amino)-2-(2-(tosyloxy)ethyl)pyrrolidine-1-carboxylate C(C1=CC=CC=C1)OC(=O)N[C@@H]1[C@H](N(CC1)C(=O)OC(C)(C)C)CCOS(=O)(=O)C1=CC=C(C)C=C1